CS(=O)(=O)OCCN1CCN(CC1)C(=O)OCCCC butyl 4-{2-[(methylsulfonyl)oxy]ethyl}piperazine-1-carboxylate